C(C)ONC(C1=CN=C(C=C1NC1=C(C=C(C=C1)C#C)N(S(=O)(=O)C)C)NC1=NC=CC=C1)=O N-ethoxy-4-((4-ethynyl-2-(N-methyl-methanesulfonamido)-phenyl)amino)-6-(pyridin-2-ylamino)nicotinamide